NC1=NC(N(C=N1)[C@H]1[C@H](O)[C@H](O)[C@H](O1)CO)=O 4-amino-1β-D-ribofuranosyl-s-triazin-2(1H)-one